C(C)N(C(C1=C(C=CC(=C1)F)C=1C=2N(N=C(C1)C1CCN(CC1)CC1CCC(CC1)NS(=O)(=O)CC)C(=NC2)C)=O)C(C)C N-ethyl-5-fluoro-2-[7-methyl-2-(1-{[(1r,4r)-4-ethylsulfonamidocyclohexyl]methyl}piperidin-4-yl)imidazo[1,5-b]pyridazin-4-yl]-N-(isopropyl)benzamide